5-Cyclopropyl-3-[(2,6-dimethyl-4-pyridyl)amino]-6-(3-methylimidazo[4,5-c]pyridin-7-yl)pyrazine-2-carboxamide C1(CC1)C=1N=C(C(=NC1C=1C2=C(C=NC1)N(C=N2)C)C(=O)N)NC2=CC(=NC(=C2)C)C